7-(azetidin-3-yl)-2-(4-(2-methoxyphenoxy)phenyl)-1H-imidazo[1,2-b]pyrazole-3-carboxamide N1CC(C1)C1=C2N(N=C1)C(=C(N2)C2=CC=C(C=C2)OC2=C(C=CC=C2)OC)C(=O)N